3-deaza-adenine N1=CC=C2N=CNC2=C1N